3-(3-bromo-2-iodophenoxy)-5-fluorobenzyl cyanide BrC=1C(=C(OC=2C=C(CC#N)C=C(C2)F)C=CC1)I